CC1=CC=2C3=C(NC2C=C1)C(N(C=N3)CCCNCC3=CC(=CC=C3)C(F)(F)F)=O 8-methyl-3-(3-((3-(trifluoromethyl)benzyl)amino)propyl)-3,5-dihydro-4H-pyrimido[5,4-b]indol-4-one